L-tryptophanyl-amine hydrochloride Cl.N[C@@H](CC1=CNC2=CC=CC=C12)C(=O)N